decanyl-trimethyl-ammonium bromide [Br-].C(CCCCCCCCC)[N+](C)(C)C